(1R,5S,6R,Z)-N'-(2-Chloroethoyloxy)-3-phenyl-3-aza-bicyclo[3.1.0]hexane-6-carboxamidine ClCC(=O)O\N=C(/N)\C1[C@H]2CN(C[C@@H]12)C1=CC=CC=C1